NC=1C=C2C(C(N(C2=CC1)C)=O)=CC1=CC=C(C=C1)C(F)(F)F 5-amino-1-methyl-3-[[4-(trifluoromethyl)phenyl]methylene]indolin-2-one